CC(C)(C)[S@@](=O)N=C(C)C1=CC=C(C=C1)CN1CCN(CC1)C |r| (RS)-2-methyl-N-(1-(4-((4-methylpiperazin-1-yl)methyl)phenyl)ethylidene)propane-2-sulfinamide